N-benzyl-N,N,N-trimethyl-ammonium bromide [Br-].C(C1=CC=CC=C1)[N+](C)(C)C